N-[5-(2,2-difluoroethyl)-4,6-dimethoxy-pyrimidin-2-yl]-5-(2-pyridyl)-1H-pyrrole-3-sulfonamide FC(CC=1C(=NC(=NC1OC)NS(=O)(=O)C1=CNC(=C1)C1=NC=CC=C1)OC)F